CC1=C(C=CC(=C1)C)NC(C1=CC(=CC=C1)S(=O)(=O)N1C(CC2=CC=CC=C12)C)=O N-(2,4-dimethylphenyl)-3-((2-methylindolin-1-yl)sulfonyl)benzamide